tert-butyl (S)-2-(((2-(3,3-difluoro-2,2-dimethylbutanoyl)-2,6-diazaspiro[3.4]octan-8-yl)methoxy)methyl)-6-(4,4-difluorocyclohexyl)benzoate FC(C(C(=O)N1CC2(C1)CNC[C@H]2COCC2=C(C(=O)OC(C)(C)C)C(=CC=C2)C2CCC(CC2)(F)F)(C)C)(C)F